methyl 7-[5-chloranyl-2-[2-(1'-cyclopropyl-2-methyl-4-oxidanylidene-spiro[7,8-dihydro-5H-quinazoline-6,4'-piperidine]-3-yl) ethoxy]phenyl]-5-methyl-thieno[3,2-b]pyridine-3-carboxylate ClC=1C=CC(=C(C1)C1=C2C(=NC(=C1)C)C(=CS2)C(=O)OC)OCCN2C(=NC=1CCC3(CCN(CC3)C3CC3)CC1C2=O)C